Cl.ClCC=1C=C2C=C(C(OC2=CC1)=O)C(=O)OC1=CC(=CC=C1)CN 3-(Aminomethyl)phenyl 6-(chloromethyl)-2-oxo-2H-chromene-3-carboxylate hydrochloride